FC(CN1N=NC2=C1C=C(C=C2)C=2C=CN1N=C(N=C(C12)OC)NCC(C#N)(C)C)F 3-((5-(1-(2,2-Difluoroethyl)-1H-benzo[d][1,2,3]triazol-6-yl)-4-methoxypyrrolo[2,1-f][1,2,4]triazin-2-yl)amino)-2,2-dimethylpropionitrile